((3R,7aS)-3-(((tert-butyldiphenylsilyl)oxy)methyl)hexahydro-1H-pyrrolizin-7a-yl)methyl benzoate C(C1=CC=CC=C1)(=O)OC[C@]12CCCN2[C@H](CC1)CO[Si](C1=CC=CC=C1)(C1=CC=CC=C1)C(C)(C)C